C(C)C1(NC(N(C(C1)=O)C(CCOC)C=1C=CC(=C(C(=O)N[C@H]2[C@@H](COC3=CC=CC=C23)O)C1)C(F)(F)F)=N)CC 5-[1-(4,4-diethyl-2-imino-6-oxo-hexahydropyrimidin-1-yl)-3-methoxy-propyl]-N-[(3S,4R)-3-hydroxychroman-4-yl]-2-(trifluoromethyl)benzamide